6-chloro-3-(2-(2-(pyridin-2-ylmethylidene)hydrazino)thiazol-4-yl)-2H-chromen-2-one ClC=1C=C2C=C(C(OC2=CC1)=O)C=1N=C(SC1)NN=CC1=NC=CC=C1